CN1N=C(C=C1C(=O)N1CC2=CC(=CC=C2C(C1)(C)C)N1CCC(CC1)N1CCOCC1)C (1,3-dimethyl-1H-pyrazol-5-yl)(4,4-dimethyl-7-(4-morpholinopiperidin-1-yl)-3,4-dihydroisoquinolin-2(1H)-yl)methanone